5-(3-cyano-4-((8-methyl-6-oxo-7-(trifluoromethyl)-5,6-dihydro-1,5-naphthyridin-3-yl)methyl)piperazin-1-yl)-N-methylpyridineamide C(#N)C1CN(CCN1CC=1C=NC=2C(=C(C(NC2C1)=O)C(F)(F)F)C)C=1C=CC(=NC1)C(=O)NC